2,2-dimethylamino-5-n-butyl-6-methyl-4-hydroxypyrimidine CNC1(NC(=C(C(=N1)O)CCCC)C)NC